FC1=C2C=C(NC2=CC=C1OC1=NC=NC2=CC(=C(C=C12)O)OC)C 4-((4-fluoro-2-methyl-1H-indol-5-yl)oxy)-7-methoxyquinazolin-6-ol